tri-tert-butyl-phosphonium C(C)(C)(C)[PH+](C(C)(C)C)C(C)(C)C